C1NCC12CC(C2)N2N=CC(=C2)C2=C1C(=NN(C1=CC=C2)C2C(NC(CC2)=O)=O)C 3-(4-(1-(2-azaspiro[3.3]heptan-6-yl)-1H-pyrazol-4-yl)-3-methyl-1H-Indazol-1-yl)piperidine-2,6-dione